3,6-dimethyl-6-iso-propyl-1,3-cyclohexadiene CC=1C=CC(CC1)(C(C)C)C